(2-octadecen-1-yl)succinic anhydride C(C=CCCCCCCCCCCCCCCC)C1C(=O)OC(C1)=O